Indolo[2,3-b]acridine C1=CC=CC=2NC3=CC=4C(=CC3=CC12)N=C1C=CC=CC14